(1R,4R,5R)-N-((1R,2R,4S)-7-cyano-7-azabicyclo[2.2.1]heptan-2-yl)-2-(3,5-dichlorophenyl)-2-azabicyclo[3.1.0]hexane-4-carboxamide C(#N)N1[C@H]2[C@@H](C[C@@H]1CC2)NC(=O)[C@H]2CN([C@@H]1C[C@H]21)C2=CC(=CC(=C2)Cl)Cl